N12NCC(CC1)CC2 diaza-bicyclo[2.2.2]octane